3-(2-cyanophenoxy)propanoyl chloride C(#N)C1=C(OCCC(=O)Cl)C=CC=C1